ClC=1C=C(C=CC1)C(C)(C)NC(CC1(CN(C1)CC(C)C)NC(=O)C1=NOC(=C1)C1=C(C=C(C=C1)F)F)=O N-(3-(2-((2-(3-chlorophenyl)propan-2-yl)amino)-2-oxoethyl)-1-isobutylazetidin-3-yl)-5-(2,4-difluorophenyl)isoxazole-3-carboxamide